CC1(OC[C@H](O1)C=1C=C(C=CC1)[C@](C(=O)NN(C(=O)OCC1=CC=CC=C1)C)(CCCC(CS(=O)(=O)CCO)(C)C)C)C benzyl 2-((R)-2-(3-((R)-2,2-dimethyl-1,3-dioxolan-4-yl)phenyl)-7-((2-hydroxyethyl)sulfonyl)-2,6,6-trimethylheptanoyl)-1-methylhydrazine-1-carboxylate